1,2-Di-docosanoyl-sn-glycero-3-phosphorylcholine C(CCCCCCCCCCCCCCCCCCCCC)(=O)OC[C@@H](OC(CCCCCCCCCCCCCCCCCCCCC)=O)COP(=O)(O)OCC[N+](C)(C)C